BrC=1C=C(C(=O)O)C(=CN1)N1N=CC(=C1)CCOC 2-bromo-5-(4-(2-methoxyethyl)-1H-pyrazol-1-yl)isonicotinic acid